NC=1C=2N(C3=CC(=C(C=C3N1)C=C)C(=O)N([C@@H]1COC3=C1C=CC(=C3)C(F)(F)F)C)C=NC2 (S)-4-amino-N-methyl-N-(6-(trifluoromethyl)-2,3-dihydrobenzofuran-3-yl)-7-vinylimidazo[1,5-a]quinoxaline-8-carboxamide